benzyl 4-[3-(4-hydroxy-1-piperidyl)cyclobutoxy]piperidine-1-carboxylate formate C(=O)O.OC1CCN(CC1)C1CC(C1)OC1CCN(CC1)C(=O)OCC1=CC=CC=C1